BrC=1C=C(C=CC1)C=1C(=NC(=NC1)NC=1C=NN(C1)C)NC=1C=C(C=CC1F)NC(C=C)=O N-(3-((5-(3-bromophenyl)-2-((1-methyl-1H-pyrazol-4-yl)amino)pyrimidin-4-yl)amino)-4-fluorophenyl)acrylamide